C1CCC[N+]12CCCC2 5-azaspiro[4.4]nonan-5-ium